O[C@H]1[C@@H](O[C@@H]([C@H]1O)COP(=O)([O-])[O-])[N+]1=CC(=CC=C1)C(=O)[O-].[Na+].[Na+] Sodium 1-((2R,3R,4S,5R)-3,4-dihydroxy-5-((phosphonatooxy)methyl)-tetrahydrofuran-2-yl)pyridine-1-ium-3-carboxylate